C(C)(C)(C)OC(=O)N([C@H](C(=O)N[C@H]1CN(CC[C@@H]2N(C1=O)[C@@H](CC2)C(=O)O)C(NC)=O)C)C (5S,8S,10aR)-5-((S)-2-((tert-butoxycarbonyl)(methyl)amino)propanamido)-3-(methylcarbamoyl)-6-oxodecahydropyrrolo[1,2-a][1,5]diazocine-8-carboxylic acid